FC1=C(C=C(C(=C1)C)SCC(F)(F)F)\N=C\1/SCC(N1CC(F)(F)F)=O (2Z)-2-({2-fluoro-4-methyl-5-[(2,2,2-trifluoroethyl)sulfanyl]-phenyl}imino)-3-(2,2,2-trifluoroethyl)-1,3-thiazolidin-4-one